N-(2-(2-(2-azidoethoxy)ethoxy)ethyl)-2-(4-((4S,5R)-2-(4-tert-butyl-2-ethoxyphenyl)-4,5-bis(4-chlorophenyl)-4,5-dimethyl-4,5-dihydro-1H-imidazole-1-carbonyl)piperazin-1-yl)acetamide N(=[N+]=[N-])CCOCCOCCNC(CN1CCN(CC1)C(=O)N1C(=N[C@@]([C@@]1(C)C1=CC=C(C=C1)Cl)(C)C1=CC=C(C=C1)Cl)C1=C(C=C(C=C1)C(C)(C)C)OCC)=O